[1,2,4]triazolo[4,3-a]quinazoline-8-carbonitrile C1=NN=C2N1C1=CC(=CC=C1C=N2)C#N